N-butanoyl-Asparagine C(CCC)(=O)N[C@@H](CC(N)=O)C(=O)O